di(tri-tert-butyl-phosphorus) palladium [Pd].C(C)(C)(C)P(C(C)(C)C)C(C)(C)C.C(C)(C)(C)P(C(C)(C)C)C(C)(C)C